NC[C@H](C)C=1C=C(C=CC1)NC=1C(=NC(=C(N1)CC)CC)C(=O)N (R)-3-((3-(1-aminopropane-2-yl)phenyl)amino)-5,6-diethyl-pyrazine-2-carboxamide